C(C(=O)O)(=O)O.FC1=CC2=C(C(=NO2)C2CCN(CC2)CCN2C(C=3N(C=C2)N=C(C3C)C)=O)C=C1 5-{2-[4-(6-fluoro-benzo[d]isoxazol-3-yl)-piperidin-1-yl]-ethyl}-2,3-dimethyl-5H-pyrazolo[1,5-a]pyrazin-4-one oxalate salt